C(C1=CC=CC=C1)N1C[C@H]([C@@H](C1)F)N benzyl-trans-3-amino-4-fluoropyrrolidine